N(=NC(C(=O)NCCCC)(C)C)C(C(=O)NCCCC)(C)C 2,2'-azobis(N-butyl-2-methyl-propionamide)